N1-(3-aminopropyl)-N3-(3-(benzylamino)propyl)propane-1,3-diamine, hydrochloride salt Cl.NCCCNCCCNCCCNCC1=CC=CC=C1